3-(3-((1R,S*)-1-amino-2-fluoro-2,3-dihydro-1H-inden-5-yl)-5-(3-fluoro-1H-pyrazol-1-yl)-3H-imidazo[4,5-b]pyridin-2-yl)pyridin-2-amine N[C@H]1[C@H](CC2=CC(=CC=C12)N1C(=NC=2C1=NC(=CC2)N2N=C(C=C2)F)C=2C(=NC=CC2)N)F |o1:2|